C1(=CC=CC=C1)S(=O)(=O)OCCCCCCCCCCCCCCCCCCCCCC.[Ba] barium behenyl benzenesulfonate